OCCN1CCN(CC1)CCO 1,4-bis-(2-hydroxyethyl)piperazine